O1C(=CC=C1)C1=NN2C(NC=3C=CC=CC3C2=N1)=O 2-(furan-2-yl)[1,2,4]triazolo[1,5-c]quinazolin-5(6H)-one